S(=O)(=O)=CCCOC1=CC=C(C=C1)C(C(C1=CC=CC=C1)C1=CC=C(C=C1)OCCC=S(=O)=O)C1=CC=CC=C1 1,2-bis[4-(3-sulfonylpropoxy)phenyl]-1,2-diphenylethane